1-(6-amino-4-fluoro-3-methoxy-2-methylphenyl)ethanone NC1=CC(=C(C(=C1C(C)=O)C)OC)F